trimethyl(pentamethylcyclopentyl)niobium C[Nb](C1(C(C(CC1)(C)C)(C)C)C)(C)C